[Si](C1=CC=CC=C1)(C1=CC=CC=C1)(C(C)(C)C)O[C@H]1C[C@@H](N(C1)C(=O)OC(C)(C)C)C#C tert-butyl (2R,4S)-4-[tert-butyl(diphenyl)silyl]oxy-2-ethynyl-pyrrolidine-1-carboxylate